1-(4-(2-((1-((3-(Azetidin-1-yl)propyl)sulfonyl)piperidin-4-yl)amino)-5-(trifluoromethyl)pyrimidin-4-yl)-1H-pyrazol-1-yl)-2-methylpropan-2-ol N1(CCC1)CCCS(=O)(=O)N1CCC(CC1)NC1=NC=C(C(=N1)C=1C=NN(C1)CC(C)(O)C)C(F)(F)F